2-(ethylthio)-8-fluoro-N-((1S,2S)-2-fluorocyclopropyl)-N-methylquinazolin-4-amine C(C)SC1=NC2=C(C=CC=C2C(=N1)N(C)[C@@H]1[C@H](C1)F)F